C(CCCCCCCCCCCCCCCCC)NCCC(=O)O N-stearyl-beta-alanine